NCCC=1C=C2CN(C(C2=CC1)=O)C1C(NC(CC1)=O)=O 3-[5-(2-aminoethyl)-1-oxo-isoindolin-2-yl]piperidine-2,6-dione